(3-(5-(5-(2,3-dihydro-1H-inden-4-yl)-6-methoxy-1H-pyrazolo[4,3-b]pyridin-3-yl)pyridin-2-yl)cyclobutyl)-2-hydroxy-N-methylacetamide C1CCC2=C(C=CC=C12)C1=C(C=C2C(=N1)C(=NN2)C=2C=CC(=NC2)C2CC(C2)C(C(=O)NC)O)OC